6-(4-(4-fluorophenyl)-1-(oxetan-3-yl)-1H-imidazol-5-yl)imidazo[1,2-b]pyridazine-3-carboxamide FC1=CC=C(C=C1)C=1N=CN(C1C=1C=CC=2N(N1)C(=CN2)C(=O)N)C2COC2